C(C)C=1C(NC2=CC(=CN=C2C1)CN1C2CN(CC1CC2)C=2C=NC(=CC2)C=2OC(=NN2)C)=O 3-ethyl-7-((3-(6-(5-methyl-1,3,4-oxadiazol-2-yl)pyridin-3-yl)-3,8-diazabicyclo[3.2.1]octan-8-yl)methyl)-1,5-naphthyridin-2(1H)-one